2-((1-(2-(Trifluoromethyl)pyridine-4-yl)-1H-pyrrolo[2,3-b]pyridine-5-yl)methyl)-7-oxa-2-azaspiro[3.5]nonane FC(C1=NC=CC(=C1)N1C=CC=2C1=NC=C(C2)CN2CC1(C2)CCOCC1)(F)F